5-(Pyrazolo[1,5-a]pyridin-5-yl)-N-(2-oxaspiro[3.3]heptan-6-yl)-7H-pyrrolo[2,3-d]pyrimidin-2-amine N1=CC=C2N1C=CC(=C2)C2=CNC=1N=C(N=CC12)NC1CC2(COC2)C1